C(C)(=O)N1CC(C1)C(=O)N(CC(NC=1C=C2CC3(CC2=CC1)C(NC1=NC=CC=C13)=O)=O)CC1=C(C=CC=C1)CNC 1-(acetyl)-N-[[2-(methylaminomethyl)phenyl]methyl]-N-[2-oxo-2-[(2-oxospiro[1H-pyrrolo[2,3-b]pyridin-3,2'-indan]-5'-yl)amino]ethyl]azetidine-3-carboxamide